bis(4-fluorobenzoyl-aminopropyl)methylamine FC1=CC=C(C(=O)C(CCN(C)CCC(C(C2=CC=C(C=C2)F)=O)N)N)C=C1